ON1CC=CC(=C1)O 1,5-dihydroxypyridine